(R)-2,2-dimethyl-1-(pyridin-2-yl)propan-1-amine CC([C@@H](N)C1=NC=CC=C1)(C)C